(1R,3R,4S,5S)-3-((5-chloro-4-(4-fluoro-2-(2-hydroxypropan-2-yl)-1-isopropyl-1H-benzo[d]imidazol-6-yl)pyrimidin-2-yl)amino)-6,8-dioxabicyclo[3.2.1]octan-4-ol ClC=1C(=NC(=NC1)N[C@@H]1C[C@@H]2CO[C@H]([C@H]1O)O2)C=2C=C(C1=C(N(C(=N1)C(C)(C)O)C(C)C)C2)F